C(C=C)C1(CCN(CC1)CC1=CC=C(C=C1)C1=NOC(=N1)C1=CC(=C(C=C1)C1=CC=CC=C1)Cl)C(=O)O 4-Allyl-1-{4-[5-(2-chlorobiphenyl-4-yl)-[1,2,4]-oxadiazol-3-yl]-benzyl}piperidine-4-carboxylic acid